C1(CCCC1)N1C(C2(C3=C1N=C(N=C3)S(=O)(=O)C)CC2)=O 7'-cyclopentyl-2'-methylsulfonyl-spiro[cyclopropane-1,5'-pyrrolo[2,3-d]pyrimidine]-6'-one